(S)-5-(2-(sec-butylamino)-7H-pyrrolo[2,3-d]pyrimidin-5-yl)-N-(2-fluoro-2-methylpropyl)pyrazolo[1,5-a]pyridine-3-carboxamide [C@H](C)(CC)NC=1N=CC2=C(N1)NC=C2C2=CC=1N(C=C2)N=CC1C(=O)NCC(C)(C)F